CC1=CC=C(C=C1)S(=O)(=O)OC=1C2=C(N=C(N1)OC[C@]13CCCN3C[C@@H](C1)F)CN(CC2)C2=C1C=NNC1=CC(=C2C)C 7-(5,6-dimethyl-1H-indazol-4-yl)-2-(((2R,7aS)-2-fluorohexahydro-1H-pyrrolizin-7a-yl)methoxy)-5,6,7,8-tetrahydropyrido[3,4-d]pyrimidin-4-yl 4-methylbenzenesulfonate